C1(=CC=CC=C1)COC(=O)N1C(C2=CC=C(C=C2CC1)OC)CC1=C(C=CC(=C1)OCC1=CC=CC=C1)Br 1-(2-bromo-5-benzyloxybenzyl)-6-methoxy-3,4-dihydro-2-isoquinolinecarboxylic acid phenylmethyl ester